C(C)(C)N1N=CC(=C1)C#N isopropyl-1H-pyrazole-4-carbonitril